N=C1OC=CN1CC1=CC=CC=2NC(=NC21)NC(CO)(C)C2=CC(=CC=C2)OC(F)(F)F (+)-2-({4-[(2-imino-2,3-dihydro-1,3-oxazol-3-yl)methyl]-1H-1,3-benzodiazol-2-yl}amino)-2-[3-(trifluoromethoxy)phenyl]propan-1-ol